6-chloro-8-(4-chloro-2-fluoro-phenyl)-2,3-dimethyl-pyrido[3,4-d]pyrimidin-4-one ClC1=CC2=C(N=C(N(C2=O)C)C)C(=N1)C1=C(C=C(C=C1)Cl)F